Perfluoro-isobutylene FC(C(C(F)(F)F)=C(F)F)(F)F